1,3-dihydroxymethyl-5,5-dimethyl-hydantoin OCN1C(=O)N(C(=O)C1(C)C)CO